CN(C(NC(=CC(=O)OCC)C(F)(F)F)=O)C ethyl 3-(3,3-dimethylureido)-4,4,4-trifluorobut-2-enoate